5-(2,6-dichloro-4-nitrophenoxy)-3-fluoro-1-isopropylpyridin-2(1H)-one ClC1=C(OC=2C=C(C(N(C2)C(C)C)=O)F)C(=CC(=C1)[N+](=O)[O-])Cl